tert-butyl (3-((2-chloro-5-(2-oxoethyl)pyrimidin-4-yl)amino)phenyl)carbamate ClC1=NC=C(C(=N1)NC=1C=C(C=CC1)NC(OC(C)(C)C)=O)CC=O